6-[8-(1,3-benzothiazol-2-ylcarbamoyl)-3,4-dihydroisoquinolin-2(1H)-yl]-3-(1-{[3-(2-methoxyethoxy)tricyclo[3.3.1.13,7]dec-1-yl]methyl}-1H-pyrazol-4-yl)pyridine-2-carboxylic acid S1C(=NC2=C1C=CC=C2)NC(=O)C=2C=CC=C1CCN(CC21)C2=CC=C(C(=N2)C(=O)O)C=2C=NN(C2)CC21CC3(CC(CC(C2)C3)C1)OCCOC